NC1=C(C(=O)OC)C=CC(=C1Cl)Cl methyl 2-amino-3,4-dichlorobenzoate